FC=1C=C2C=CNC2=C(C1F)F 5,6,7-trifluoroindole